C(C)(C)OC=1C=C(C=NC1)C=O (5-isopropoxy-3-pyridinyl)methanone